(±)-trans-3-(3-(4-decylphenyl)-1,2,4-oxadiazol-5-yl)cyclohexan-1-amine hydrochloride Cl.C(CCCCCCCCC)C1=CC=C(C=C1)C1=NOC(=N1)[C@@H]1C[C@H](CCC1)N |r|